COC(=O)C1CCN(CC1)C(CNC(C1=CC=CC=C1)=O)=O.OC1(CN(C1)C1=CC=CC(=N1)S(=O)(=O)NC1=NC(=C(C=C1)C(F)(F)F)C1=C(C=CC=C1)C)C(F)(F)F 6-(3-hydroxy-3-(trifluoromethyl)azetidin-1-yl)-N-(6-(o-tolyl)-5-(trifluoromethyl)pyridin-2-yl)pyridine-2-sulfonamide methyl-1-(2-benzamidoacetyl)piperidine-4-carboxylate